CC(C(=O)OCCC[Si](OC)(OC)CCCC)=C 3-(Butyldimethoxysilyl)propyl 2-methyl-2-propenoate